FC1=C(C=CC(=C1)OCCN1CCOCC1)C=1C=CC=C2C(=NC(=NC12)NC1=CC=C(C=C1)N1CCOCC1)N 8-(2-fluoro-4-(2-morpholinoethoxy)phenyl)-N2-(4-morpholinophenyl)quinazoline-2,4-diamine